BrC1=CC=C(S1)C=1SC(=CC1)C1=NC(=C(C2=C1C(C=1C=CC=CC12)=C=O)C#N)N1CCCCC1 1-(5'-bromo-[2,2'-bithiophene]-5-yl)-9-carbonyl-3-(piperidine-1-yl)-9H-indeno[2,1-c]pyridine-4-nitrile